2-(4-chlorophenyl-2-methyl-4-hydroxy-3(2H)-furanone-5-yl)-benzenesulfonamide ClC1=CC=C(C=C1)C1(OC(=C(C1=O)O)C1=C(C=CC=C1)S(=O)(=O)N)C